N1N=NC2=C1C=NC=N2 pyrimidotriazole